4,4'-(4-bromophenyl)methylenebis(3-methyl-1-(4-(pyridin-3-yl)thiazol-2-yl)-1H-pyrazol-5-ol) BrC1=CC=C(C=C1)C(C=1C(=NN(C1O)C=1SC=C(N1)C=1C=NC=CC1)C)C=1C(=NN(C1O)C=1SC=C(N1)C=1C=NC=CC1)C